2-(piperidin-4-ylamino)ethan-1-ol dihydrochloride Cl.Cl.N1CCC(CC1)NCCO